hexamethylenediamine mesylate S(C)(=O)(=O)O.NCCCCCCN